C(C)[C@H]1N(C[C@@H](N(C1)C=1C=2N=C(N(C2N2C(N1)=NN=C2)C[C@H]2OCCC2)C)C)[C@H](C)C2=CC=C(C=C2)C(F)(F)F 4-((2S,5R)-5-ethyl-2-methyl-4-((R)-1-(4-(trifluoromethyl)phenyl)ethyl)piperazin-1-yl)-2-methyl-1-(((S)-tetrahydrofuran-2-yl)methyl)-1H-[1,2,4]triazolo[3,4-b]purine